1-(4-dimethylaminophenyl)-3-([4-(2-hydroxypropan-2-yl)furan-2-yl]sulfonyl)urea CN(C1=CC=C(C=C1)NC(=O)NS(=O)(=O)C=1OC=C(C1)C(C)(C)O)C